FC12CCCC(OC1=O)C2 (±)-1-fluoro-6-oxabicyclo[3.2.1]octan-7-one